C1(=CC=CC=C1)C1(OC2=CC=CC=C2C=C1)C#CC1=CC=CC=C1 2-phenyl-2-(phenylethynyl)-2H-chromene